CN1C[C@@H](OCC1)COC=1C=C(C(=O)O)C=C(C1)C=1SC(=CN1)C 3-{[(2R)-4-methylmorpholin-2-yl]methoxy}-5-(5-methyl-1,3-thiazol-2-yl)benzoic acid